1,4-dioxa-9,13-dithiadispiro[4.2.58.25]pentadecane O1CCOC12CCC1(SCCCS1)CC2